C(C)(=O)N1CCC(CC1)NCC=1C=CC(=NC1OC)C1=C(C(=NC=C1)C=1C(=C(C=CC1)NC(C1=NC=C(C(=C1)OC)CNC[C@H]1NC(CC1)=O)=O)Cl)Cl (S)-N-(3-(5-(((1-Acetylpiperidin-4-yl)amino)methyl)-3'-chloro-6-methoxy-[2,4'-bipyridin]-2'-yl)-2-chlorophenyl)-4-methoxy-5-((((5-oxopyrrolidin-2-yl)methyl)amino)methyl)picolinamide